(E)-4-(dimethylamino)-N-(2-fluoro-5-((5-fluoro-4-(1H-indol-3-yl)pyrimidin-2-yl)amino)-4-methoxyphenyl)but-2-enamide CN(C/C=C/C(=O)NC1=C(C=C(C(=C1)NC1=NC=C(C(=N1)C1=CNC2=CC=CC=C12)F)OC)F)C